C1(=CC=CC=C1)C1=C(C(=C(C=C1)C=1[Se]C2=C(C1C1=CC=CC=C1)C=CC=C2)C2=NN=NC=C2)C2=CC=CC=C2 diphenyltriazinyl(phenylbenzselenophenyl)benzene